C(C)OC1=CC=C(C=C1)C1=CN=CC(=N1)C(=O)N/N=C/C1=NC(=CC(=C1)OC)O (E)-6-(4-ethoxyphenyl)-N'-((6-hydroxy-4-methoxypyridin-2-yl)methylene)pyrazine-2-carbohydrazide